2-(difluoromethoxy)ethyl 4-methylbenzenesulfonate CC1=CC=C(C=C1)S(=O)(=O)OCCOC(F)F